7-fluoro-6-amino-2H-1,4-benzoxazin-3(4H)-one FC1=CC2=C(NC(CO2)=O)C=C1N